C1(CCC1)NC1=CC=CC=C1 cyclobutyl-aniline